5-[2-(3-Fluoro-5-methyl-phenylamino)-5-methyl-pyrimidin-4-ylamino]-3H-benzooxazol-2-one FC=1C=C(C=C(C1)C)NC1=NC=C(C(=N1)NC=1C=CC2=C(NC(O2)=O)C1)C